FC=1C2=C(C=NC1)SC(=N2)N 7-Fluorothiazolo[5,4-c]pyridin-2-amine